1-(Thiophen-2-yl)-4-(o-tolyl)but-3-en-2-one S1C(=CC=C1)CC(C=CC1=C(C=CC=C1)C)=O